CN1C2=CC=CC=C2N(C=2C=CC=CC12)C1=C(C(=C(C(=C1C1=CC(=CC=C1)C=1OC2=C(N1)C=CC=C2)N2C=1C=CC=CC1N(C1=CC=CC=C21)C)N2C=1C=CC=CC1N(C1=CC=CC=C21)C)C2=CC=CC=C2)C2=CC(=CC=C2)C=2OC1=C(N2)C=CC=C1 2,2'-(2',4',5'-tris(10-methylphenazin-5(10H)-yl)-6'-phenyl[1,1':3',1''-terphenyl]-3,3''-diyl)bis(benzo[d]oxazole)